1-[(2,4-diisocyanatophenyl)methyl]-3-isocyanato-2-methyl-benzene N(=C=O)C1=C(C=CC(=C1)N=C=O)CC1=C(C(=CC=C1)N=C=O)C